COC1=NC(=NC2=C1N(C=1C=CC=CC21)CC(F)(F)F)C(=O)[O-] 4-methoxy-5-(2,2,2-trifluoroethyl)pyrimido[5,4-b]indole-2-carboxylate